1-(4-(3-bromopropyloxy)phenyl)-3-p-bromophenyl-2-propen-1-one BrCCCOC1=CC=C(C=C1)C(C=CC1=CC=C(C=C1)Br)=O